CN(CCN1C(=CC=2C=NC(=CC21)NC(=O)C2CC2)C2=CC(=NC=C2)C)C N-(1-(2-(dimethylamino)ethyl)-2-(2-methylpyridin-4-yl)-1H-pyrrolo[3,2-c]pyridin-6-yl)cyclopropanecarboxamide